CCC(CC)OCCNCCCC=1NC=CN1 N-(2-(3-pentoxy)ethyl)-3-(imidazolyl)propan-1-amine